C(=C)N1C(OCC1C)=O N-vinyl-Methyloxazolidinone